5-((1H-Pyrazolo[4,3-b]pyridin-6-yl)oxy)-5,6,7,8-tetrahydronaphthalene-2-carbonitrile N1N=CC2=NC=C(C=C21)OC2C=1C=CC(=CC1CCC2)C#N